(2S,3R,4S,5R,6R)-2-((2-Hydroxy-2-methyl-1-(o-tolyl)propyl)thio)-6-(hydroxymethyl)-4-(4-(3,4,5-trifluorophenyl)-1H-1,2,3-triazol-1-yl)tetrahydro-2H-pyran-3,5-diol OC(C(C1=C(C=CC=C1)C)S[C@@H]1O[C@@H]([C@@H]([C@@H]([C@H]1O)N1N=NC(=C1)C1=CC(=C(C(=C1)F)F)F)O)CO)(C)C